γ-methacryl-oxypropylmethyldimethoxysilane C(=O)(C(=C)C)OCCC[Si](OC)(OC)C